6-(5-(difluoromethyl)-1,3,4-oxadiazol-2-yl)-2-(((4-fluorophenyl)methyl)((oxan-4-yl)methyl)amino)-2,3-dihydro-1H-isoindol-1-one FC(C1=NN=C(O1)C1=CC=C2CN(C(C2=C1)=O)N(CC1CCOCC1)CC1=CC=C(C=C1)F)F